CS(=O)(=O)C=1C=C(C=CC1)NC(=O)C=1C(=NC=C(C1)C(F)(F)F)N1CCC(CC1)C1=CC=CC=C1 N-(3-methylsulfonylphenyl)-2-(4-phenyl-1-piperidyl)-5-(trifluoro-methyl)pyridine-3-carboxamide